Cl.FCC1(CNC1)O 3-(fluoromethyl)azetidin-3-ol HCl